C1(=CC=C(C=C1)NC(=O)NC=1C=C(C=C(C1)N1C=NC(=C1)C)CN1C[C@H](CCC1)NC(OC(C)(C)C)=O)C1=CC=CC=C1 tert-butyl N-[(3S)-1-({3-[({[1,1'-biphenyl]-4-yl}carbamoyl)amino]-5-(4-methyl-1H-imidazol-1-yl)phenyl}methyl)piperidin-3-yl]carbamate